C(C)(C)(C)OC(=O)N1C=CC2=CC(=CC=C12)CCCCN=[N+]=[N-] 5-(4-azidobutyl)-1H-indole-1-carboxylic acid tert-butyl ester